C(C)(C)(C)OC(=O)N1CC(C1)C=1C=NC(=NC1)Cl.FC=1C=C(C=CC1)C1C(CC1)C=1C=C2C=CC=NC2=CC1 6-(2-(3-Fluorophenyl)cyclobutyl)quinoline Tert-Butyl-3-(2-chloropyrimidin-5-yl)azetidine-1-carboxylate